ClC=1C=CC2=C(CC(CC=3N2C(=NN3)[C@@H]3CC[C@H](CC3)OC3=NC=CC=C3)NS(=O)(=O)C)C1 N-{8-chloro-1-[trans-4-(pyridin-2-yloxy)cyclohexyl]-5,6-dihydro-4H-[1,2,4]triazolo[4,3-a][1]benzazepin-5-yl}methanesulfonamide